C(C1=CC=CC=C1)N(CC(O)C1=NC=C(C=C1)Cl)CCO 2-(benzyl(2-hydroxyethyl)amino)-1-(5-chloropyridin-2-yl)ethane-1-ol